BrC1=CC2=C(CCOC2)C=C1 7-bromo-3,4-dihydro-1H-2-benzopyran